4-[7-(1H-indol-4-ylmethyl)-2,7-diazaspiro[3.5]non-2-yl]-6-(2,2,2-trifluoroethyl)quinazoline N1C=CC2=C(C=CC=C12)CN1CCC2(CN(C2)C2=NC=NC3=CC=C(C=C23)CC(F)(F)F)CC1